3-amino-1-(cyclopentylmethyl)-1H-pyrazole-4-carboxylic acid ethyl ester C(C)OC(=O)C=1C(=NN(C1)CC1CCCC1)N